N-(3-(6-(4-(2-(3,9-diazaspiro[5.5]undec-3-yl)ethyl)phenyl)-7H-pyrrolo[2,3-d]pyrimidin-4-yl)-5-fluoro-2-methylphenyl)-2-fluoro-4-(2-hydroxypropan-2-yl)benzamide hydrochloride Cl.C1CN(CCC12CCNCC2)CCC2=CC=C(C=C2)C2=CC1=C(N=CN=C1C=1C(=C(C=C(C1)F)NC(C1=C(C=C(C=C1)C(C)(C)O)F)=O)C)N2